1,2-di-linoleyl-3-morpholinopropane C(CCCCCCC\C=C/C\C=C/CCCCC)CC(CN1CCOCC1)CCCCCCCC\C=C/C\C=C/CCCCC